tert-butyl 5-methoxy-4-(((2S,4S)-2-(4-(methoxycarbonyl) phenyl)-4-(oxetan-3-ylamino) piperidin-1-yl) methyl)-7-methyl-1H-indole-1-carboxylate COC=1C(=C2C=CN(C2=C(C1)C)C(=O)OC(C)(C)C)CN1[C@@H](C[C@H](CC1)NC1COC1)C1=CC=C(C=C1)C(=O)OC